N-(2-(2-((2-(2,6-dioxopiperidin-3-yl)-1,3-dioxoisoindolin-4-yl)amino)ethoxy)ethyl)-4-((3-(N-((1,2,3,5,6,7-hexahydro-s-indacen-4-yl)carbamoyl)sulfamoyl)-1H-pyrazol-1-yl)methyl)benzamide O=C1NC(CCC1N1C(C2=CC=CC(=C2C1=O)NCCOCCNC(C1=CC=C(C=C1)CN1N=C(C=C1)S(NC(NC1=C2CCCC2=CC=2CCCC12)=O)(=O)=O)=O)=O)=O